C1(=CC=CC=C1)NC1=CC(=CC=C1)C1=NC=CC=C1 N-phenyl-3-(2-pyridinyl)phenylamine